N-[3-[1H-imidazol-5-ylmethyl(methyl)amino]phenyl]-N-isobutyl-butanamide N1C=NC=C1CN(C=1C=C(C=CC1)N(C(CCC)=O)CC(C)C)C